methyl 4,6-dichloroquinoline-2-carboxylate ClC1=CC(=NC2=CC=C(C=C12)Cl)C(=O)OC